Z-pyrrole-3-carboxylate N1C=C(C=C1)C(=O)[O-]